(3S)-N-{6,7-dimethoxy-1H,2H,3H-cyclopenta[b]quinolin-9-yl}-1-(2-methoxyethyl)piperidin-3-amine COC=1C(=CC=2C(=C3C(=NC2C1)CCC3)N[C@@H]3CN(CCC3)CCOC)OC